C(C1=CC=CC=C1)C1=C(C2=C(N=C(N=C2N)Cl)N1C)F benzyl-2-chloro-5-fluoro-7-methyl-7H-pyrrolo[2,3-d]pyrimidin-4-amine